FC=1C(=C(C=CC1F)[C@H]1[C@@H](O[C@]([C@H]1C)(C(F)(F)F)C)C(=O)NC1=CC(=NC=C1)C(=O)N)OC(C)C |r| rac-(2R,3S,4S,5R)-4-[[3-(3,4-difluoro-2-isopropoxy-phenyl)-4,5-dimethyl-5-(trifluoromethyl)tetrahydrofuran-2-carbonyl]amino]pyridine-2-carboxamide